3,3,6,6-tetramethyl-9-[4-[(2-methylphenyl)methoxy]phenyl]-4,5,7,9-tetrahydro-2H-xanthene-1,8-dione CC1(CC(C=2C(C=3C(CC(CC3OC2C1)(C)C)=O)C1=CC=C(C=C1)OCC1=C(C=CC=C1)C)=O)C